1-bromo-8-chloro-3-(5-(trifluoromethyl)-1,3,4-thiadiazol-2-yl)-N-(3-methyloxetane-3-yl)imidazo[1,5-a]pyridine-6-sulfonamide BrC=1N=C(N2C1C(=CC(=C2)S(=O)(=O)NC2(COC2)C)Cl)C=2SC(=NN2)C(F)(F)F